4-(2-(benzoylamino(carboxy)methyl)-4,5-dimethoxyphenyl)butanoic acid C(C1=CC=CC=C1)(=O)NC(C1=C(C=C(C(=C1)OC)OC)CCCC(=O)O)C(=O)O